C(C=C)O[C@H]1[C@@H]2[C@H](OC1)[C@@H](CO2)OCC2=CC=CC=C2 (3r,3ar,6r,6ar)-3-(allyloxy)-6-(benzyloxy)hexahydrofuro[3,2-b]furan